6-(3-methyl-1H-1,2,4-triazol-1-yl)pyridin-3-amine CC1=NN(C=N1)C1=CC=C(C=N1)N